Pyridinethiamide N1=C(C=CC=C1)C(N)=S